C(#N)C(C(=O)Cl)=CC1=CC(=CC=C1)F 2-cyano-3-(3-fluorophenyl)acryloyl chloride